C(=O)O.C(C)(C)(C)C=1N=C(C2=C(N1)C(=CC(=N2)C2=CC=C(C=C2)OCC(C)(C)OC)C(=O)N)N[C@@H]2CNCCC2 tert-butyl-6-[4-(2-methoxy-2-methylpropyloxy)phenyl]-4-[(3S)-piperidin-3-ylamino]pyrido[3,2-d]pyrimidine-8-carboxamide formate salt